N1=CC(=CC=C1)N1CCNCC1 (3-pyridinyl)piperazine